p-chloromethyl-benzonitrile ClCC1=CC=C(C#N)C=C1